1-((1,3-dioxoisoindolin-2-yl)methyl)-5-(2-fluoro-2-methylpropyloxy)-4-oxo-3,4-dihydropyridine O=C1N(C(C2=CC=CC=C12)=O)CN1CCC(C(=C1)OCC(C)(C)F)=O